BrC=1C=C2C=3C=C(C=CC3N(C2=CC1)CCC)C1=CC=C(C#N)C=C1 4-(6-bromo-9-propyl-9H-carbazol-3-yl)benzonitrile